FC1=C(C#N)C=CC(=C1F)O 2,3-difluoro-4-hydroxybenznitrile